(1r,4r)-N1-(4-(5-(cyclopropylmethyl)-1-methyl-1H-pyrazol-4-yl)pyrimidin-2-yl)cyclohexane-1,4-diamine C1(CC1)CC1=C(C=NN1C)C1=NC(=NC=C1)NC1CCC(CC1)N